ClC(OC1=CC=C(C=C1)NC(C1=CN=C(C(=C1)C=1C=C2C(=NC1)CC=1C2=NN(C1)C1=NC=C(C=N1)C(F)(F)F)N1C[C@@H](CC1)F)=O)(F)F (R)-N-(4-(chlorodifluoromethoxy)phenyl)-6-(3-fluoropyrrolidin-1-yl)-5-(2-(5-(trifluoromethyl)pyrimidin-2-yl)-2,4-dihydropyrazolo[3',4':3,4]cyclopenta[1,2-b]pyridin-7-yl)nicotinamide